2-Bromo-4-(2-((tert-butyldimethylsilyl)oxy)propoxy)-6-(methylsulfonyl)pyridine BrC1=NC(=CC(=C1)OCC(C)O[Si](C)(C)C(C)(C)C)S(=O)(=O)C